OC1=C(OC=CC1=O)C 3-Hydroxy-2-methyl-4H-pyran-4-on